FC=1C=C(C=CC1OC=1OC2=C(N1)C=CC(=C2)F)S(=O)(=O)N2[C@H]([C@@H]1CC[C@H](C2)N1C(=O)OCCOC)C(NO)=O 2-methoxyethyl (1S,2R,5R)-3-((3-fluoro-4-((6-fluoro-benzo[d]oxazol-2-yl)oxy)phenyl)-sulfonyl)-2-(hydroxycarbamoyl)-3,8-diazabicyclo-[3.2.1]octane-8-carboxylate